C(C)(C)(C)OC(=O)N1CCN(CC1)C1=C(C(=NC2=C(C=CC=C12)OC1=C2C=NNC2=CC(=C1C)Cl)Cl)C#N 4-(2-Chloro-8-((6-chloro-5-methyl-1H-indazol-4-yl)oxy)-3-cyanoquinolin-4-yl)piperazine-1-carboxylic acid tert-butyl ester